ClC1=C2C(=NC(=N1)CN1CCOCC1)N(N=C2)C2=C(C=C(C=C2)F)F 4-[[4-chloro-1-(2,4-difluorophenyl)pyrazolo[3,4-d]pyrimidin-6-yl]methyl]morpholine